C(C1=CC=CC=C1)[C@@](C(=O)NC=1C=NC2=C(C=CC=C2C1)F)(CC1(CC1)C)C (2S)-2-benzyl-N-(8-fluoro-3-quinolyl)-2-methyl-3-(1-methylcyclopropyl)propanamide